CC1=CC=C(C=C1)C=CC(=O)C1=CC=C(C=C1)O 3-(4-methylphenyl)-1-(4-hydroxyphenyl)-2-propen-1-one